2-acetamido-3,4,6-tri-O-acetyl-1-chloro-1,2-dideoxy-α-D-galactopyranose C(C)(=O)N[C@H]1[C@H](O[C@@H]([C@@H]([C@@H]1OC(C)=O)OC(C)=O)COC(C)=O)Cl